N-(4,4-diethyl-7-(prop-1-en-2-yl)-4H-chromeno[4,3-d]thiazol-2-yl)-4,6-dimethoxypyrimidine-5-carboxamide C(C)C1(OC=2C=C(C=CC2C=2N=C(SC21)NC(=O)C=2C(=NC=NC2OC)OC)C(=C)C)CC